FC(OC1=CC=C(C=N1)N1CC(C[C@H](C1)N1C(CCC1)=O)(F)F)(F)F 6-(trifluoromethoxy)pyridin-3-yl-(5R)-3,3-difluoro-5-(2-oxopyrrolidin-1-yl)piperidine